C(C)(C)(C)OC[C@@H](C(=O)N(C)CCOC)NC(=O)C1=NN(C(=C1)C1=C(C=CC=C1)C(F)(F)F)C1CCCC1 (2S)-3-(tert-butoxy)-2-({1-cyclopentyl-5-[2-(trifluoromethyl)phenyl]-1H-pyrazol-3-yl}formamido)-N-(2-methoxyethyl)-N-methylpropanamide